FC=1C=C(CN2C(=NC3=C2C=CC=C3)C3CCN(CC3)CC=3C=CC=C2C(=NN(C32)C)C3=CC(=CC=C3)F)C=CC1 7-((4-(1-(3-fluorobenzyl)-1H-benzo[d]imidazol-2-yl)piperidin-1-yl)methyl)-3-(3-fluorophenyl)-1-methyl-1H-indazole